1-[4-(2-chloro-3-hydroxy-phenyl)piperazin-1-yl]ethanone ClC1=C(C=CC=C1O)N1CCN(CC1)C(C)=O